FC(CNC(O[C@H]1C[C@H](CC1)C1=CC(=NN1)NC(CC1=CC(=NC=C1)OC)=O)=O)F (1R,3S)-3-(3-{[(2-meth-oxypyridin-4-yl)acetyl]-amino}-1H-pyrazol-5-yl)cyclopentyl (2,2-difluoroethyl)carbamate